FC=1C=C(C2=C(C1)C1(CC1)CO2)N 5-Fluoro-2H-spiro[benzofuran-3,1'-cyclopropane]-7-amine